4-Bromo-6-(6-azaspiro[2.5]oct-6-yl)-2,3-dihydrobenzofuran-7-carboxamide BrC1=CC(=C(C2=C1CCO2)C(=O)N)N2CCC1(CC1)CC2